CC(C)(CCN1N=C2C=C(C(=CC2=C1)[N+](=O)[O-])C1=CSC=C1)O 2-methyl-4-(5-nitro-6-(thiophene-3-yl)-2H-indazol-2-yl)butane-2-ol